COC1=CC=C2C=CN(C2=C1)C(=O)[C@H]1[C@H]([C@@H]2CC[C@H]1O2)C(=O)O (1S,2R,3S,4R)-3-(6-methoxy-1H-indole-1-carbonyl)-7-oxabicyclo[2.2.1]heptane-2-carboxylic acid